C(CCC)O[Si](CCCN1CN(C=CC1)C)(OCCCC)OCCCC 3-[3-(tributoxysilyl)-propyl]-1-methyl-1,2,3,4-tetrahydropyrimidine